BrC1=C(N)C(=CC=C1)[C@@H](C)C1CC1 (S)-2-Bromo-6-(1-cyclopropylethyl)aniline